tert-butyl (2-((trans)-4-(4-amino-5-(4-(3-phenylpropanamido)phenyl)-7H-pyrrolo[2,3-d]pyrimidin-7-yl)cyclohexyl)-1,3-dioxan-5-yl)carbamate NC=1C2=C(N=CN1)N(C=C2C2=CC=C(C=C2)NC(CCC2=CC=CC=C2)=O)[C@@H]2CC[C@H](CC2)C2OCC(CO2)NC(OC(C)(C)C)=O